C(C(C)C)CC(=O)O.CCC(=O)C1=CC=CC=C1 methylacetophenone (isobutyl acetate)